2-hydroxy-propyl 2-(methacryloyloxy)ethyl phthalate C(C=1C(C(=O)OCCOC(C(=C)C)=O)=CC=CC1)(=O)OCC(C)O